7-(Benzo[d][1,3]dioxol-5-yl)-6-chloro-3-((4-hydroxy-1-(1-methylcyclopropane-1-carbonyl)piperidin-4-yl)methyl)-3,7-dihydro-4H-pyrrolo[2,3-d]pyrimidin-4-one O1COC2=C1C=CC(=C2)N2C(=CC1=C2N=CN(C1=O)CC1(CCN(CC1)C(=O)C1(CC1)C)O)Cl